4-methoxy-1-naphthonitrile COC1=CC=C(C2=CC=CC=C12)C#N